BrC1=NC(=CC(=C1)C1CN(CCO1)CC1=CC=C(C=C1)OC)Cl 2-(2-bromo-6-chloropyridin-4-yl)-4-(4-methoxybenzyl)morpholin